ClCCCCOC1=C(COC2=C(SC=C2)C(=O)NC=2C=NC=CC2)C=CC=C1 3-(2-(4-chlorobutoxy)benzyloxy)-N-(pyridin-3-yl)thiophene-2-carboxamide